3-(5-(((1S,2S)-2-(4-(difluoromethoxy)piperidin-1-yl)cyclopentyl)oxy)-1-oxoisoindolin-2-yl)piperidine-2,6-dione FC(OC1CCN(CC1)[C@@H]1[C@H](CCC1)OC=1C=C2CN(C(C2=CC1)=O)C1C(NC(CC1)=O)=O)F